4-((1R,5S)-3,8-diazabicyclo[3.2.1]octan-3-yl)-6-chloro-7-(5-chloro-4-fluoro-1H-indol-3-yl)-8-fluoro-2-((tetrahydro-1H-pyrrolizin-7a(5H)-yl)methoxy)quinazoline [C@H]12CN(C[C@H](CC1)N2)C2=NC(=NC1=C(C(=C(C=C21)Cl)C2=CNC1=CC=C(C(=C21)F)Cl)F)OCC21CCCN1CCC2